triethyl[2-(1-methyl-1H-indol-3-yl)ethyl]azanium iodide [I-].C(C)[N+](CCC1=CN(C2=CC=CC=C12)C)(CC)CC